CN(C(C[C@@]1(OB(OC(C1)=O)[C@H](CC(C)C)NC([C@H]([C@@H](C)O)NC(C1=NC(=CC=C1)C1=CC=CC=C1)=O)=O)C(=O)O)=O)C (S)-4-(2-(dimethylamino)-2-oxoethyl)-2-((R)-1-((2S,3R)-3-hydroxy-2-(6-phenylpicolinamido)butanamido)-3-methylbutyl)-6-oxo-1,3,2-dioxaborinane-4-carboxylic acid